tert-Butyl (3S,4S)-3-(((5-((4-chloro-5-(trifluoromethyl)pyrimidin-2-yl)amino)-1,3-dimethyl-1H-pyrazol-4-yl)oxy)methyl)-4-methylpyrrolidine-1-carboxylate ClC1=NC(=NC=C1C(F)(F)F)NC1=C(C(=NN1C)C)OC[C@@H]1CN(C[C@H]1C)C(=O)OC(C)(C)C